BrCCCC(=O)OCC ethyl 4-bromobutanoate